C(C1=CC=CC=C1)COC=1C(=C(C=NC1C#N)C=1C=NC(=CC1)C)C 5-(Benzylmethoxy)-4,6'-dimethyl-[3,3'-bipyridine]-6-carbonitrile